(D)-gluconic acid O=C([C@H](O)[C@@H](O)[C@H](O)[C@H](O)CO)O